5-methyl-4,5,6,7-tetrahydrothiazolo[5,4-c]pyridin-2-carboxylic acid hydrochloride salt Cl.CN1CC2=C(CC1)N=C(S2)C(=O)O